(S)-2-aminopropanoic acid N[C@H](C(=O)O)C